diethyl (R)-3,4-dihydro-2H-1,4-thiazine-3,5-dicarboxylate S1C[C@H](NC(=C1)C(=O)OCC)C(=O)OCC